[N+](=O)([O-])C1=C(COS(=O)(=O)C2=CC=CC=C2OC)C=CC=C1 5-methoxy-p-benzenesulfonic acid o-nitrobenzyl ester